BrC1=CC=C2C=CC(OC2=C1)(C)C 7-bromo-2,2-dimethyl-2H-chromen